tetrapentylammonium perfluorooctanesulfonate salt FC(C(C(C(C(C(C(C(F)(F)F)(F)F)(F)F)(F)F)(F)F)(F)F)(F)F)(S(=O)(=O)[O-])F.C(CCCC)[N+](CCCCC)(CCCCC)CCCCC